N1=C(C=CC=C1)C1=NC(=CC2=CN=CC=C12)N (pyridin-2-yl)-2,6-naphthyridin-3-amine